FC=1C=C2N(CCN(C2=CC1)C(=O)NC1CNCC1)C1=CC=C(C=C1)F 6-fluoro-4-(4-fluorophenyl)-N-(pyrrolidin-3-yl)-3,4-dihydroquinoxaline-1(2H)-carboxamide